O=C1NC(CCC1N1C(C2=CC=CC(=C2C1=O)NCC1=CC=C(C=C1)CN1CCN(CC1)C=1OC(=NN1)CC)=O)=O 2-(2,6-dioxopiperidin-3-yl)-4-(4-((4-(5-ethyl-1,3,4-oxadiazol-2-yl)piperazin-1-yl)methyl)benzylamino)isoindoline-1,3-dione